COC([C@H](C)OS(=O)(=O)C1=CC=C(C)C=C1)=O (S)-2-(tosyloxy)propionic acid methyl ester